C(CC(=O)N[C@H](CCC(=O)N[C@H](CCC(=O)N[C@H](CCC(=O)N[C@H](CCC(=O)N[C@H](CCC(=O)N[C@H](CCC(=O)N[C@H](CCC(=O)N[C@H](CCC(=O)N[C@H](CCC(=O)O)C(=O)O)C(=O)O)C(=O)O)C(=O)O)C(=O)O)C(=O)O)C(=O)O)C(=O)O)C(=O)O)[C@H](C(=O)O)N The molecule is an oligopeptide comprising ten D-glutamic acid residues linked by peptidic bonds between the amino and gamma-carboxy groups. It derives from a D-glutamic acid.